FC=1C(=NC=CC1)C1=NC=CC=C1C(=O)N1[C@@H]2[C@@H](C[C@H](C1)C2)NC2=NC=C(C=C2)C(F)(F)F (3'-fluoro-[2,2'-bipyridin]-3-yl)((1S,4S,6R)-6-((5-(trifluoromethyl)pyridin-2-yl)amino)-2-azabicyclo[2.2.1]hept-2-yl)methanone